FC=1C=C(C=C(C1)F)[C@H]1N(OCC1)C(=O)[C@@H]1[C@@H](CN(CC1)C=1SC(=NN1)C)F ((S)-3-(3,5-difluorophenyl)isoxazolidin-2-yl)((3S,4R)-3-fluoro-1-(5-methyl-1,3,4-thiadiazol-2-yl)piperidin-4-yl)methanone